2-(4-cyanophenyl)-N-(3-(diethylamino)propyl)benzo[d]imidazo[2,1-b]thiazole-7-carboxamide C(#N)C1=CC=C(C=C1)C=1N=C2SC3=C(N2C1)C=CC(=C3)C(=O)NCCCN(CC)CC